heptadecan-9-yl 8-((2-hydroxyethyl)(6-oxo-6-(tridecan-3-yloxy)hexyl)amino)octanoate OCCN(CCCCCCCC(=O)OC(CCCCCCCC)CCCCCCCC)CCCCCC(OC(CC)CCCCCCCCCC)=O